4-[(Methoxymethyl)oxy]-3-methyl-6-hydroxymethyl-2,3-dihydrobenzofuran COCOC1=CC(=CC2=C1C(CO2)C)CO